C(C)(C)(C)N(C(O)=O)C(CC1=CC=CC=C1)C1=NC=C(C=C1)Br.BrC=1C=C(C=NC1NCC1=CC=C(C=C1)C(F)(F)F)S(=O)(=O)N(C)CC1=CC=C(C=C1)OC 5-bromo-N-(4-methoxybenzyl)-N-methyl-6-((4-(trifluoromethyl)benzyl)amino)pyridine-3-sulfonamide tert-butyl-(1-(5-bromopyridin-2-yl)-2-phenylethyl)carbamate